FC([C@@H]1[C@H](C1)C=1C=C(N=NC1C#CC)C=1C(NC(NC1)=O)=O)F 5-(5-((1S,2S)-2-(difluoromethyl)cyclopropyl)-6-(prop-1-yn-1-yl)pyridazin-3-yl)pyrimidine-2,4(1H,3H)-dione